tert-Butyl ((1r,4r)-4-((tert-butoxycarbonyl)amino)cyclohexyl)(2-(4-(2-carbamoylphenyl)-5-chlorothiophen-2-yl)-2-phenylethyl)carbamate C(C)(C)(C)OC(=O)NC1CCC(CC1)N(C(OC(C)(C)C)=O)CC(C1=CC=CC=C1)C=1SC(=C(C1)C1=C(C=CC=C1)C(N)=O)Cl